O[C@H]1[C@H](CCC1)OC=1C=C2COC(C2=CC1)=O 5-(((1S,2R)-2-hydroxycyclopentyl)oxy)isobenzofuran-1(3H)-one